ClC1=C(C(=CC=C1Cl)OCC=C)C(O)C=1C=NC=CC1 [2,3-dichloro-6-(prop-2-en-1-yloxy)phenyl](pyridin-3-yl)methanol